(3,5-dibromo-4-methoxyphenyl)hydrazine dimethyl-4-oxo-3,8,11-trioxa-5-azapentadecan-15-oate CC(COC(NCCOCCOCCCC(=O)O)=O)C.BrC=1C=C(C=C(C1OC)Br)NN